(2R)-2-(6-{5-chloro-2-[(oxacyclohex-4-yl)amino]pyrimidin-4-yl}-1-oxo-2,3-dihydro-1H-isoindol-2-yl)-N-[(1R)-1-(3-methylphenyl)ethyl]propionamide ClC=1C(=NC(=NC1)NC1CCOCC1)C1=CC=C2CN(C(C2=C1)=O)[C@@H](C(=O)N[C@H](C)C1=CC(=CC=C1)C)C